N-(3-(dimethylamino)-propyl)-3-ethylcarbodiimide hydrochloride Cl.CN(CCCN=C=NCC)C